F[C@H]1CN(CC[C@H]1NC=1C=2N(C=CC1)C(=C(N2)C#CCNC2=CC=C(C(=O)NC)C=C2)SC(F)(F)F)C 4-((3-(8-(((3S,4R)-3-fluoro-1-methylpiperidin-4-yl)amino)-3-((trifluoromethyl)thio)imidazo[1,2-a]pyridin-2-yl)prop-2-yn-1-yl)amino)-N-methylbenzamide